C(\C=C/C(=O)[O-])(=O)OCCOC(C=C)=O Acryloyloxyethyl maleate